(1R,4R)-2,5-dibenzyl-bicyclo[2.2.2]octa-2,5-diene C(C1=CC=CC=C1)C=1[C@H]2C=C([C@@H](C1)CC2)CC2=CC=CC=C2